COC(=O)C=1CC(=C(NC1C)C)C(=O)OCC 2,6-dimethyl-1,4-dihydropyridine-3,5-dicarboxylic acid ethyl methyl ester